NC1C2=CC(=CC=C2CC12CCN(CC2)C2=NC(=C(N=C2)SC2=C(C(=NC=C2)N)Cl)N)C#N 1-amino-1'-(6-amino-5-((2-amino-3-chloropyridin-4-yl)thio)pyrazin-2-yl)-1,3-dihydrospiro[indene-2,4'-piperidine]-6-carbonitrile